tert-Butyl (2-((3-cyclopentyl-1-(2-oxo-2-((2'-oxo-1,1',2',3-tetrahydrospiro[indene-2,3'-pyrrolo[2,3-b]pyridin]-5-yl)amino)ethyl)ureido)methyl)benzyl)(methyl)carbamate C1(CCCC1)NC(N(CC(NC=1C=C2CC3(C(NC4=NC=CC=C43)=O)CC2=CC1)=O)CC1=C(CN(C(OC(C)(C)C)=O)C)C=CC=C1)=O